C(C)[C@H]1[C@H](NC(C1)=O)COC1=NC=C(C2=CC(=C(C=C12)OC)C(=O)N)C#CC1CCC(CC1)CO 1-[[(2S,3R)-3-ethyl-5-oxo-pyrrolidin-2-yl]methoxy]-4-[2-[4-(hydroxymethyl)cyclohexyl]ethynyl]-7-methoxyisoquinoline-6-carboxamide